OC(CN(CC(C(O)O)O)C1=NC=CN=C1)C(O)O (N,N'-bis(2,3-dihydroxyhydroxypropyl)amino)-pyrazine